FC(C1=CC(=CN=N1)NC(=O)N1C[C@](C2=C1C=NC=1N2N=C(C1)CC(F)(F)F)(C(F)(F)F)C)F (R)-N-(6-(difluoromethyl)pyridazin-4-yl)-8-methyl-2-(2,2,2-trifluoroethyl)-8-(trifluoromethyl)-7,8-dihydro-6H-pyrazolo[1,5-a]pyrrolo[2,3-e]pyrimidine-6-carboxamide